7-(5-((2-oxaspiro[3.3]hept-6-yl)oxy)-2-fluoro-3-(1,3,5-trimethyl-1H-pyrazol-4-yl)phenyl)-1H-imidazo[4,5-b]pyridine C1OCC12CC(C2)OC=2C=C(C(=C(C2)C2=C1C(=NC=C2)N=CN1)F)C=1C(=NN(C1C)C)C